tert-Butyl (R)-5-(((tert-butyldimethylsilyl)oxy)methyl)-2,2-dimethylpyrrolidine-1-carboxylate [Si](C)(C)(C(C)(C)C)OC[C@H]1CCC(N1C(=O)OC(C)(C)C)(C)C